CCCCC/C=C/CCC=C=CC/C=C/CC/C=C/CC/C=C/C 6,10,14,18,22-tetracosahexaene